5-(difluoromethyl)-1H-pyrazole-3-carboxylic acid FC(C1=CC(=NN1)C(=O)O)F